4-(4-hydroxybutyl-4,4-d2)piperidine-1-carboxylic acid tert-butyl ester C(C)(C)(C)OC(=O)N1CCC(CC1)CCCC([2H])([2H])O